N-[[4-(5-amino-4-cyano-1-tetrahydro-furan-3-yl-pyrazol-3-yl)-2,3-difluoro-phenyl]methyl]-5-fluoro-2-methoxy-benzamide NC1=C(C(=NN1C1COCC1)C1=C(C(=C(C=C1)CNC(C1=C(C=CC(=C1)F)OC)=O)F)F)C#N